2-(4-(3-(2,4-dioxotetrahydropyrimidin-1(2H)-yl)phenyl)piperazin-1-yl)acetamide O=C1N(CCC(N1)=O)C=1C=C(C=CC1)N1CCN(CC1)CC(=O)N